[Br-].C(#N)C[S+]1CCCC1 1-(cyanomethyl)tetrahydro-1H-thiophen-1-ium, bromide salt